P(=O)(O)(O)O[C@H]1C[C@@H](O[C@@H]1COP(=O)(O)O)N1C(=O)NC(=O)C(C)=C1 deoxythymidine 3',5'-diphosphate